5-(1-methanesulfonylpropyl)furan-2-carboxylic acid CS(=O)(=O)C(CC)C1=CC=C(O1)C(=O)O